1-(3,5-dibromo-1H-pyrazol-1-yl)hex-5-en-2-ol BrC1=NN(C(=C1)Br)CC(CCC=C)O